C(C)(C)(C)N(C(O)=O)CC1(C=NC=C1)O.ClC1=CC=2C(=CC3=CC=CC=C3C2C=C1)C1=CC=C(C=C1)[2H] 2-chloro-10-(phenyl-4-d)phenanthrene tert-butyl-((3-hydroxypyrrol-3-yl)methyl)carbamate